FC1=CC=C(C=C1)C=1N=C(NC1C1=CC=NC=C1)C1=CC=C(C=C1)O 4-(4-Fluorophenyl)-2-(4-hydroxyphenyl)-5-(4-pyridyl)-1H-imidazole